methyl 1,5-dimethyl-1H-pyrazole-3-carboxylate CN1N=C(C=C1C)C(=O)OC